IC=1C=C2C(=NC=NC2=CC1)N(C1=CC=C(C=C1)C)C 6-iodo-N-methyl-N-(p-tolyl)quinazolin-4-amine